3-(1H-indol-3-yl-2,4,5,6,7-d5)pyrrolidine-2,5-dione N1C(=C(C2=C(C(=C(C(=C12)[2H])[2H])[2H])[2H])C1C(NC(C1)=O)=O)[2H]